FC1=CN(C=2N=CN=C(C21)NO)[C@H]2[C@@H]([C@@H]([C@H](O2)CO)O)OC (2R,3R,4R,5R)-5-(5-Fluoro-4-(hydroxyamino)-7H-pyrrolo[2,3-d]pyrimidin-7-yl)-2-(hydroxymethyl)-4-methoxytetrahydrofuran-3-ol